5-(2,4-dimethoxyphenyl)-N-(2,6-dioxopiperidin-3-yl)-2-methyl-3H-imidazo[4,5-b]pyridine-7-carboxamide COC1=C(C=CC(=C1)OC)C1=CC(=C2C(=N1)NC(=N2)C)C(=O)NC2C(NC(CC2)=O)=O